[2-[4-cyclopropyl-6-(difluoromethoxy)pyrimidin-5-yl]-6-[[4-[1-cyclopropyl-4-(trifluoromethyl)imidazol-2-yl]-3-fluoro-phenyl]methoxy]pyrimidin-4-yl]methanol C1(CC1)C1=NC=NC(=C1C1=NC(=CC(=N1)CO)OCC1=CC(=C(C=C1)C=1N(C=C(N1)C(F)(F)F)C1CC1)F)OC(F)F